8'-(4-tert-butylphenyl)-6'-oxo-4',6'-dihydro-2'H-spiro[cyclopropane-1,3'-pyrimido[2,1-b][1,3]thiazine]-7'-carbonitrile C(C)(C)(C)C1=CC=C(C=C1)C=1N=C2SCC3(CN2C(C1C#N)=O)CC3